NCC(=O)N1[C@@H](CCC1)C(=O)N[C@@H]([C@@H](C)CC)C(=O)NCC(=O)N[C@@H](CO)C(=O)O |&1:5| Racemic-glycyl-prolyl-isoleucyl-glycyl-serine